8,8-difluoro-N-methyl-3-azabicyclo[3.2.1]octane-1-carboxamide FC1(C2(CNCC1CC2)C(=O)NC)F